2-(4-(3-isopropyl-2-(8-methylquinoxalin-6-yl)-1H-indol-5-yl)piperidin-1-yl)-N,N-dimethylacetamide C(C)(C)C1=C(NC2=CC=C(C=C12)C1CCN(CC1)CC(=O)N(C)C)C=1C=C2N=CC=NC2=C(C1)C